C1(=CC=CC=C1)[S-] Benzenthiolate